methyl-7-(1-methyl-1H-pyrazol-4-yl)-1,2,3,4-tetrahydroquinoxaline-6-carbaldehyde CN1CCNC2=CC(=C(C=C12)C=1C=NN(C1)C)C=O